6-(3-nitro-4-chlorophenyl)-4,5-dihydro-5-methyl-3(2H)-pyridazinone [N+](=O)([O-])C=1C=C(C=CC1Cl)C=1C(CC(NN1)=O)C